ClC1=CC=C(CSC=2OC3=C(N2)C=CC(=C3)C3=C(C=CC=C3)C)C=C1 2-((4-chlorobenzyl)thio)-6-(o-tolyl)benzo[d]oxazole